Methyl-(R,E)-(7-(dimethylamino)-1-((1-((4-isobutyl-1H-benzo[d]imidazol-2-yl)methyl)-2-oxo-1,2-dihydropyridin-3-yl)amino)-1,7-dioxohept-5-en-2-yl)carbamat COC(N[C@@H](C(=O)NC=1C(N(C=CC1)CC1=NC2=C(N1)C=CC=C2CC(C)C)=O)CC\C=C\C(=O)N(C)C)=O